C(C)(=O)C=1C(=CC2=C(OCO2)C1)NC(CC1CCN(CC1)C(CC(C)C)=O)=O N-(6-acetylbenzo[d][1,3]dioxol-5-yl)-2-(1-(3-methylbutanoyl)piperidin-4-yl)acetamide